The molecule is a disaccharride consisting of beta-D-xylopyranose and alpha-D-mannopyranose joined in sequence by a (1->3) glycosidic bond. It is a glycoside and a glycosylmannose. C1[C@H]([C@@H]([C@H]([C@@H](O1)O[C@H]2[C@@H]([C@H](O[C@@H]([C@H]2O)O)CO)O)O)O)O